N-((3s,5s,7s)-adamantan-1-yl)-2-hydroxybenzamide C12(CC3CC(CC(C1)C3)C2)NC(C2=C(C=CC=C2)O)=O